4-benzyloxy-2-chloro-6-methyl-5-(2-trimethylsilylethynyl)pyridine-3-carboxylic acid ethyl ester C(C)OC(=O)C=1C(=NC(=C(C1OCC1=CC=CC=C1)C#C[Si](C)(C)C)C)Cl